OC(CCS(=O)(=O)[O-])CCCCCCCC.[Na+] sodium 3-hydroxyundecylsulfonate